FC1=C(C[C@H](N)C(=O)O)C=CC=C1 ortho-fluoro-L-phenylalanine